BrC1=C(C=NN(C1=O)C)N[C@@H]1C[C@@H](CN(C1)C)C1=CC=C(C(=O)N2CCC3(CC2)CCC(CC3)C3=CC(=C(C=C3)C3C(NC(CC3)=O)=O)F)C=C1 3-[4-[3-[4-[(3R,5R)-5-[(5-bromo-1-methyl-6-oxo-pyridazin-4-yl)amino]-1-methyl-3-piperidyl]benzoyl]-3-azaspiro[5.5]undecan-9-yl]-2-fluoro-phenyl]piperidine-2,6-dione